S1NN=C/C(/C1)=C\1/N=NC(O1)=S (E)-5-(1,2,3-thiadiazine-5(2H)-ylidene)-1,3,4-oxadiazole-2(5H)-thione